2'-chloro-5'-methoxy-6-methyl-N-(6-(pyrrolidin-3-yl)thiazolo[4,5-b]pyrazin-2-yl)-[4,4'-bipyridine]-3-carboxamide ClC1=NC=C(C(=C1)C1=C(C=NC(=C1)C)C(=O)NC=1SC=2C(=NC=C(N2)C2CNCC2)N1)OC